OC[C@H](C1=CC=CC=C1)NC1=CC(=NC=C1C=1OC(=NN1)C1=NC=CC=C1)NC1=CC=C2C(N(N(C2=C1)C(C)C)C)=O (S)-6-((4-((2-hydroxy-1-phenylethyl)amino)-5-(5-(pyridin-2-yl)-1,3,4-oxadiazol-2-yl)pyridin-2-yl)amino)-1-isopropyl-2-methyl-1,2-dihydro-3H-indazol-3-one